2-(6-{5-chloro-2-[(oxan-4-yl)amino]pyrimidin-4-yl}-1-oxo-2,3-dihydro-1H-isoindol-2-yl)-N-[(1R)-3-hydroxy-1-phenylpropyl]acetamide ClC=1C(=NC(=NC1)NC1CCOCC1)C1=CC=C2CN(C(C2=C1)=O)CC(=O)N[C@H](CCO)C1=CC=CC=C1